5-chloro-6-[(4S)-7-chloro-2,4-dimethyl-8-(trifluoromethyl)-4H-imidazo[1,2-a][1,4]benzodiazepine-6-Yl]pyridin-2-ol ClC=1C=CC(=NC1C1=N[C@H](C=2N(C3=C1C(=C(C=C3)C(F)(F)F)Cl)C=C(N2)C)C)O